The molecule is an N-glycosyl compound that is N-benzyladenine in which an alpha-D-glucopyranosyl residue is attached at position N-9. It has a role as a cytokinin. It is a 6-alkylaminopurine and a N-glycosyl compound. It derives from an adenine. C1=CC=C(C=C1)CNC2=C3C(=NC=N2)N(C=N3)[C@@H]4[C@@H]([C@H]([C@@H]([C@H](O4)CO)O)O)O